(2R,5S)-5-[[(4-hydroxycyclohexyl)amino]methyl]-2-(4-phenoxyphenyl)-1,4-thiazepan-3-one OC1CCC(CC1)NC[C@H]1NC([C@H](SCC1)C1=CC=C(C=C1)OC1=CC=CC=C1)=O